COC(=O)C=1C=CC2=C(N(C(=N2)CN2CCC(CC2)C2=NC(=CC=C2)OCC2=CC=C3C=NN(C3=C2)C)CC=2OCC2)C1 (S)-2-((4-(6-((1-Methyl-1H-indazol-6-yl)methoxy)pyridin-2-yl)piperidin-1-yl)methyl)-1-(oxetine-2-ylmethyl)-1H-benzo[d]imidazole-6-carboxylic acid methyl ester